N,N-dimethyl-decan-1-amide CN(C(CCCCCCCCC)=O)C